tert-butyl 3-diethoxyphosphoryloxy-4-(hydroxymethyl)-2-methyl-benzoate C(C)OP(=O)(OCC)OC=1C(=C(C(=O)OC(C)(C)C)C=CC1CO)C